2-benzyloxymethyl-3H-imidazo[5,1-f][1,2,4]triazin-4-one C(C1=CC=CC=C1)OCC1=NN2C(C(N1)=O)=CN=C2